(4S)-4-methylpentanoate hydrochloride Cl.CC(CCC(=O)O)C